L-β-Homothreonine N[C@@H]([C@H](O)C)CC(=O)O